C(C1=CC=CC=C1)C1=NN2C(O[C@H](CC2)C)=C1C(=O)N[C@@H]1C(NC2=C(C(=N1)C1=CC=CC=C1)C=CC=C2F)=O (5S)-2-Benzyl-N-[(3S)-9-fluoro-2-oxo-5-phenyl-1,3-dihydro-1,4-benzodiazepin-3-yl]-5-methyl-6,7-dihydro-5H-pyrazolo[5,1-b][1,3]oxazine-3-carboxamide